BrC1=CC(C(C=O)C=C1)(O)[N+](=O)[O-] 4-Bromo-2-nitrosalicylaldehyde